C1(=CC=CC=C1)N1C(C=NC2=CC=CC=C12)=O N-phenyl-quinoxalinone